C(C)(=O)OC1=CC=2CN(CCC2S1)[C@@H](C(=O)C1CC1)C1=C(C=CC=C1)F |r| (RS)-[5-[2-cyclopropyl-1-(2-fluorophenyl)-2-oxoethyl]-6,7-dihydro-4H-thieno[3,2-c]pyridine-2-yl] acetate